tert-butyl (S)-4-((3-(((R)-1-(4-bromonaphthalen-1-yl)ethyl)carbamoyl)-4-methylphenyl)amino)-3,3-difluoropyrrolidine-1-carboxylate BrC1=CC=C(C2=CC=CC=C12)[C@@H](C)NC(=O)C=1C=C(C=CC1C)N[C@@H]1C(CN(C1)C(=O)OC(C)(C)C)(F)F